ClC1=CC(=C(N=N1)C#N)OCC1=CC=C(C=C1)OC 6-chloro-4-((4-methoxybenzyl)oxy)pyridazine-3-carbonitrile